C(C)(C)(C)OC(NC1=CSC=C1Br)=O (4-bromothien-3-yl)carbamic acid tert-butyl ester